2-(2-chloroethoxy-ethyl)oxy-ethylamine hydrochloride Cl.ClCCOCCOCCN